C(C1=CC=CC=C1)C1(C[C@H]2N(C=3N=C(N=C(C31)Cl)SC)CCNC2)O (6aR)-benzyl-4-chloro-2-(methylthio)-6,6a,7,8,9,10-hexahydro-5H-pyrazino[1',2':1,6]pyrido[2,3-d]pyrimidin-5-ol